C(#N)C=1C=NN2C1C(=CC(=C2)C2=NN(C=C2)C)C=2C=CC(=NC2)N2C[C@@H]1[C@H](C2)CC(C1)(C(=O)O)C (3aR,5s,6aS)-2-(5-(3-cyano-6-(1-methyl-1H-pyrazol-3-yl)pyrazolo[1,5-a]pyridin-4-yl)pyridin-2-yl)-5-methyloctahydrocyclopenta[c]pyrrole-5-carboxylic acid